BrCCCCCCCC[Si](OC)(OC)OC 8-bromooctyltrimethoxysilane